CSC1=CC=C2C(=N1)C=C(S2)C(=O)OC methyl 5-methylsulfanylthieno[3,2-b]pyridine-2-carboxylate